C1(CCCC1)CN1C[C@@H](CCC1)N1C(NC2=C1C=C(C(=C2)C=2C=C(C=1N(C2)N=CN1)OC)C(C)C)=O (R)-1-(1-(cyclopentylmethyl)piperidin-3-yl)-6-isopropyl-5-(8-methoxy-[1,2,4]triazolo[1,5-a]pyridin-6-yl)-1,3-dihydro-2H-benzo[d]imidazol-2-one